2-(((3-hydroxy-3-methylcyclobutyl)amino)methyl)-3-methylpyrrolo[2,1-f][1,2,4]triazin-4(3H)-one OC1(CC(C1)NCC1=NN2C(C(N1C)=O)=CC=C2)C